(3R)-3-(4-Chlorophenyl)-2-[(5-chloropyridin-2-yl)methyl]-6-[2-hydroxy-1-(3-oxomorpholin-4-yl)propan-2-yl]-3-methoxy-2,3-dihydro-1H-isoindol-1-on ClC1=CC=C(C=C1)[C@@]1(N(C(C2=CC(=CC=C12)C(CN1C(COCC1)=O)(C)O)=O)CC1=NC=C(C=C1)Cl)OC